Imidazol-2-ylidenecopper (I) N=1C(N=CC1)=[Cu-]